N-(1-(6-(2-cyano-6-fluorophenyl)-1-neopentyl-1H-indol-3-yl)ethyl)cyclopropanesulfonamide C(#N)C1=C(C(=CC=C1)F)C1=CC=C2C(=CN(C2=C1)CC(C)(C)C)C(C)NS(=O)(=O)C1CC1